N-(4-cyanophenyl)-6-(trifluoromethyl)-1H-indole-3-sulfonamide C(#N)C1=CC=C(C=C1)NS(=O)(=O)C1=CNC2=CC(=CC=C12)C(F)(F)F